1'-((3,9-dimethyl-4-oxo-4,5-dihydropyrazolo[1,5-a]quinoxalin-7-yl)methyl)-N-methyl-1',2',3',6'-tetrahydro-[3,4'-bipyridine]-6-carboxamide CC=1C=NN2C1C(NC1=CC(=CC(=C21)C)CN2CCC(=CC2)C=2C=NC(=CC2)C(=O)NC)=O